ClC(C(=C)C1=CC=C(C=C1)OC)(F)F 1-(3-chloro-3,3-difluoroprop-1-en-2-yl)-4-methoxybenzene